(E)-N-hydroxy-3-(2-(4-(4-(methylamino)benzoyl)piperazin-1-yl)phenyl)acrylamide ONC(\C=C\C1=C(C=CC=C1)N1CCN(CC1)C(C1=CC=C(C=C1)NC)=O)=O